1-methyl-7-(methylthio)-3-(2-nitrobenzyl)-3,4-dihydropyrimido[4,5-d]pyrimidin-2(1H)-one CN1C(N(CC=2C1=NC(=NC2)SC)CC2=C(C=CC=C2)[N+](=O)[O-])=O